(4-(2-(2-Aminopyridin-3-yl)-5-(3-methyl-1H-1,2,4-triazol-1-yl)-3H-imidazo[4,5-b]pyridin-3-yl)phenyl)methanol NC1=NC=CC=C1C1=NC=2C(=NC(=CC2)N2N=C(N=C2)C)N1C1=CC=C(C=C1)CO